4-chloro-3-(4-((S)-2-cyclohexyl-2-(1-methyl-1H-pyrazole-5-carboxamido)acetamido)-2,5-difluorophenyl)-2-methylpyridine 1-oxide ClC1=C(C(=[N+](C=C1)[O-])C)C1=C(C=C(C(=C1)F)NC([C@@H](NC(=O)C1=CC=NN1C)C1CCCCC1)=O)F